C[C@@H]1O[C@@H](CN(C1)C1=CC=CC(=N1)C1=NC2=CC(=NC=C2C=C1)CNC(C1=CC(=CC=C1)S(=O)(=O)C=C)=O)C N-((2-(6-((cis)-2,6-dimethylmorpholino)pyridin-2-yl)-1,6-naphthyridin-7-yl)methyl)-3-(vinylsulfonyl)benzamide